5'-chloro-2'-({[(1-methyl-1H-pyrazol-3-yl)methyl]amino}methyl)-7',8'-dihydro-6'H-spiro[cyclohexane-1,9'-furo[2,3-f]quinazoline]-7'-one ClC=1C=C2C(=C3C4(NC(NC13)=O)CCCCC4)OC(=C2)CNCC2=NN(C=C2)C